COC[C@@H](C)NC1=NN2C(C=N1)=C(C=C2)C=2C=C1N=CC=NC1=CC2 (R)-N-(1-methoxypropan-2-yl)-5-(quinoxalin-6-yl)pyrrolo[2,1-f][1,2,4]triazin-2-amine